CC(C)C1C(CC(CC1)C)O 2-(2-propyl)-5-methyl-cyclohexane-1-ol